ClC=1C(=C(C=CC1)NS(=O)(=O)C=1SC(=CC1)S(=O)(=O)N(C)C)N1CCC(CC1)(C)CC N2-[3-Chloro-2-(4-ethyl-4-methyl-1-piperidinyl)phenyl]-N5,N5-dimethylthiophene-2,5-disulfonamide